6'-fluoro-N-((4-fluorophenyl)methyl-d2)-4'-oxo-3',4'-dihydro-1'H-spiro[piperidine-4,2'-quinoline]-1-carboxamide FC=1C=C2C(CC3(NC2=CC1)CCN(CC3)C(=O)NC([2H])([2H])C3=CC=C(C=C3)F)=O